BrC1=CC=C(C=C1)CN(CCNC(OC(C)(C)C)=O)C tert-butyl N-[2-[(4-bromophenyl)methyl-methyl-amino]ethyl]carbamate